CC1(N(CCC1)CC(=O)NC=1C=C(C(=NC1)F)NC(=O)C=1C=C2C(=NC1)NC(=C2)C=2C=NN(C2)C)C N-(5-(2-(2,2-dimethylpyrrolidin-1-yl)acetamido)-2-fluoropyridin-3-yl)-2-(1-methyl-1H-pyrazol-4-yl)-1H-pyrrolo[2,3-b]pyridine-5-carboxamide